amino-3-ethyl-2-methyl-5-(methylsulfonyl)pyrazolo[1,5-a]pyrimidine-6-carbonitrile NC1=C(C(=NC=2N1N=C(C2CC)C)S(=O)(=O)C)C#N